N-(5-(4-chloro-1-methyl-1H-pyrazole-5-carbonyl)-5,6-dihydro-4H-pyrrolo[3,4-d]thiazol-2-yl)-4-(5-cyano-2-methoxyphenyl)-6-methylnicotinamide ClC=1C=NN(C1C(=O)N1CC=2N=C(SC2C1)NC(C1=CN=C(C=C1C1=C(C=CC(=C1)C#N)OC)C)=O)C